6-Chloro-N-(1-ethylpiperidin-4-yl)-2-{4-[4-(2-ethoxyethyl)piperidin-1-yl]phenyl}-3H-imidazo[4,5-b]pyridin-7-amine ClC=1C(=C2C(=NC1)NC(=N2)C2=CC=C(C=C2)N2CCC(CC2)CCOCC)NC2CCN(CC2)CC